(3-methyloxetan-3-yl)(4-(2-(trifluoromethyl)phenyl)piperidin-1-yl)methanone CC1(COC1)C(=O)N1CCC(CC1)C1=C(C=CC=C1)C(F)(F)F